Nickel-lanthanum oxide [O-2].[La+3].[Ni+2]